C(=O)(N)NO The molecule is a member of the class of ureas that is urea in which one of the hydrogens is replaced by a hydroxy group. An antineoplastic used in the treatment of chronic myeloid leukaemia as well as for sickle-cell disease. It has a role as a DNA synthesis inhibitor, an EC 1.17.4.1 (ribonucleoside-diphosphate reductase) inhibitor, an antineoplastic agent, a genotoxin, an antimetabolite, a teratogenic agent, a radical scavenger, an immunomodulator and an antimitotic. It is a member of ureas and a one-carbon compound.